CN1C(N(C2=C1C(=CC=C2)C#C[C@@H](C)OC2CCNCC2)C2C(NC(CC2)=O)=O)=O 3-(3-Methyl-2-oxo-4-((R)-3-(piperidin-4-yloxy)but-1-yn-1-yl)-2,3-dihydro-1H-benzo[d]imidazol-1-yl)piperidine-2,6-dione